2-fluoro-8-methylbenzo[4,5]imidazo[1,2-a]pyridine FC=1C=CC=2N(C1)C1=C(N2)C=CC(=C1)C